(S)-1-(5-(6-chloro-3-(1H-imidazol-1-yl)-5-methoxy-1-methyl-1H-pyrrolo[3,2-b]-pyridin-2-yl)-4H-1,2,4-triazol-3-yl)-2-methoxyethan-1-ol ClC=1C=C2C(=NC1OC)C(=C(N2C)C=2NC(=NN2)[C@@H](COC)O)N2C=NC=C2